(-)-8-((1R,2R)-2-hydroxy-2-methylcyclopentyl)-6-(methyl-d3)-2-((1-((methyl-d3)sulfonyl)piperidin-4-yl-3,3,5,5-d4)-amino)pyrido[2,3-d]pyrimidin-7(8H)-one O[C@]1([C@@H](CCC1)N1C(C(=CC2=C1N=C(N=C2)NC2C(CN(CC2([2H])[2H])S(=O)(=O)C([2H])([2H])[2H])([2H])[2H])C([2H])([2H])[2H])=O)C